OCC1=C2C(=NC(=C1)C(=O)[O-])SC(=C2)C.[Li+] lithium 4-(hydroxymethyl)-2-methylthieno[2,3-b]pyridine-6-carboxylate